methyl 6-(3,3-difluoroazetidin-1-yl)quinoline-4-carboxylate FC1(CN(C1)C=1C=C2C(=CC=NC2=CC1)C(=O)OC)F